FC=1C=C(C=C(C1C)NC(=O)C1=CN=C2N1C=C(C=C2)C(F)(F)F)C2=NOC(=N2)C2CN(C2)C(=O)OC methyl 3-(3-(3-fluoro-4-methyl-5-(6-(trifluoromethyl)imidazo[1,2-a]pyridine-3-carboxamido)phenyl)-1,2,4-oxadiazol-5-yl)azetidine-1-carboxylate